C1(=CC=CC=C1)SC1=CC=C(C=C1)[S+](C1=CC=CC=C1)C1=CC=CC=C1 4-(Phenylthio)phenyldiphenylsulfonium